S1C(CCC2=C1C=CC=C2)C(=O)OCCCC#N cyanopropyl benzothianoate